(2,6-dimethoxyphenyl)phosphine COC1=C(C(=CC=C1)OC)P